The molecule is a 3-hydroxy fatty acyl-CoA(4-) obtained by deprotonation of the phosphate and diphosphate OH groups of (3R,19Z,22Z,25Z,28Z,31Z)-3-hydroxytetratriacontapentaenoyl-CoA; major species at pH 7.3. It is a (R)-3-hydroxyacyl-CoA(4-), a 3-hydroxy fatty acyl-CoA(4-) and an 11,12-saturated fatty acyl-CoA(4-). It is a conjugate base of a (3R,19Z,22Z,25Z,28Z,31Z)-3-hydroxytetratriacontapentaenoyl-CoA. CC/C=C\\C/C=C\\C/C=C\\C/C=C\\C/C=C\\CCCCCCCCCCCCCCC[C@H](CC(=O)SCCNC(=O)CCNC(=O)[C@@H](C(C)(C)COP(=O)([O-])OP(=O)([O-])OC[C@@H]1[C@H]([C@H]([C@@H](O1)N2C=NC3=C(N=CN=C32)N)O)OP(=O)([O-])[O-])O)O